rac-(1S,2S)-N-(1-(4-((1H-pyrazol-1-yl)methyl)benzyl)-1H-imidazol-4-yl)-2-(3-chlorophenyl)cyclopropane-1-carboxamide N1(N=CC=C1)CC1=CC=C(CN2C=NC(=C2)NC(=O)[C@@H]2[C@H](C2)C2=CC(=CC=C2)Cl)C=C1 |r|